8-bromo-3,6-dimethyl-2-(tetrahydro-2H-pyran-3-yl)quinazolin-4(3H)-one BrC=1C=C(C=C2C(N(C(=NC12)C1COCCC1)C)=O)C